COC(=O)C1=CC=C2C3=C(NC2=C1)[C@H](N([C@@H](C3)C)CC(C)(F)F)C3=C(C=C(C=C3F)Br)F (1R,3R)-1-(4-bromo-2,6-difluorophenyl)-2-(2,2-difluoropropyl)-3-methyl-2,3,4,9-tetrahydro-1H-pyrido[3,4-b]indole-7-carboxylic acid methyl ester